COC(CCCCCCC\C=C\C=CCCCC)=O (E)-9,11-hexadecadienoic acid methyl ester